ClC1=CC=C(C=C1)C=1N=C2SC3=C(N2C1)C(=CC=C3)OC 2-(4-Chlorophenyl)-5-methoxybenzo[d]imidazo[2,1-b]thiazole